ClC=1N=CC2=C(N1)N1C(=C2)CNCC12CCCCC2 chloro-7',8'-dihydro-6'H-spiro[cyclohexane-1,9'-pyrazino[1',2':1,5]pyrrolo[2,3-d]pyrimidine]